8-bromo-7-(2-butynyl)-3-methylxanthine BrC1=NC=2N(C(NC(C2N1CC#CC)=O)=O)C